1,2-bis(dicyclohexylphosphinomethyl)benzene C1(CCCCC1)P(C1CCCCC1)CC1=C(C=CC=C1)CP(C1CCCCC1)C1CCCCC1